1-(3-(cyanomethyl)phenyl)azetidine-3-carboxylic acid methyl ester COC(=O)C1CN(C1)C1=CC(=CC=C1)CC#N